C1(CC1)N1CCS(C2=C(C1=O)SC(=C2)C2=NC(=NC=C2C(F)(F)F)NC2=C(C=C(C=C2)C2CCN(CC2)CC(F)F)CC)(=O)=O 4-cyclopropyl-7-(2-((4-(1-(2,2-difluoroethyl)piperidin-4-yl)-2-ethylphenyl)amino)-5-(trifluoromethyl)pyrimidin-4-yl)-3,4-dihydrothieno[2,3-f][1,4]thiazepin-5(2H)-one 1,1-dioxide